CCCCCCCCCCCCCCCCCCCC e-COSAN